O1C(NC2=C1C=CC(=C2)C2(NC(=NC=C2C)NC=2C=NC(=CC2)N2CC(N(CC2)C(=O)OC(C)(C)C)C)N)=O 4-(benzo[d]oxazol-2(3H)-one-5-yl)-N2-(6-(3-methyl-4-tert-butoxycarbonylpiperazin-1-yl)pyridin-3-yl)-5-methylpyrimidine-2,4-diamine